BrC=1C=C(OC(C1OCCOCCO)=O)C(=O)O 4-bromo-5-[2-(2-hydroxyethoxy)ethoxy]-6-oxopyran-2-carboxylic acid